N(=[N+]=[N-])C(CCC1=CC=CC=C1)(CCC)CC(F)(F)F (3-azido-3-(2,2,2-trifluoroethyl)hexyl)benzene